3-[5-(4-bromo-2,6-dichloro-phenoxy)-2-methoxy-phenyl]sulfonylcyclobutanone BrC1=CC(=C(OC=2C=CC(=C(C2)S(=O)(=O)C2CC(C2)=O)OC)C(=C1)Cl)Cl